C1=CC(=S)N(C=C1)[O-].[Na+] 2-Mercaptopyridine N-oxide sodium salt